N-[6-chloro-5-(trifluoromethyl)pyridin-2-yl]-6-(trifluoromethyl)-4,5,6,7-tetrahydro-1H-indole-3-sulfonamide ClC1=C(C=CC(=N1)NS(=O)(=O)C1=CNC=2CC(CCC12)C(F)(F)F)C(F)(F)F